ClC=1C=C(C=CC1)C(=O)N1CC(/C(/CC1)=C/C#CC1=CC(=CC(=C1)O)F)(C)C (3-chlorophenyl){(4E)-4-[3-(3-fluoro-5-hydroxyphenyl)prop-2-yn-1-ylidene]-3,3-dimethylpiperidin-1-yl}methanone